butyl (2-(7-methoxy-1-methyl-9H-pyrido[3,4-b]indol-9-yl)ethyl)(methyl)carbamate COC1=CC=C2C3=C(N(C2=C1)CCN(C(OCCCC)=O)C)C(=NC=C3)C